COC(=O)C1CCC(CC1)O[Si](C)(C)C(C)(C)C (1r,4r)-4-((tert-Butyldimethylsilyl)oxy)cyclohexane-1-carboxylic acid methyl ester